O1C=NC=C1CCC(=O)O 3-OXAZOL-5-YL-PROPIONIC ACID